CC(CN[C@@H](CC(=O)OC)C1=CC=CC=C1)(CC)C methyl (S)-3-(2,2-dimethylbutylamino)-3-phenylpropionate